2-cyclopropyl-5-methyl-4-(4,4,5,5-tetramethyl-1,3,2-dioxaborolan-2-yl)pyridine C1(CC1)C1=NC=C(C(=C1)B1OC(C(O1)(C)C)(C)C)C